N-{5-[3-(cyclopropyloxy)-5-methoxyphenyl]pyridin-2-yl}-2-methylpyrimidine-5-carboxamide C1(CC1)OC=1C=C(C=C(C1)OC)C=1C=CC(=NC1)NC(=O)C=1C=NC(=NC1)C